ClC=1C=C(C=C2C(=C(C=NC12)C#N)N[C@H](CC)C1=CC=CC=C1)N[C@@H](C=1C=NC=CC1)C=1N=NN(C1)C1CC1 8-chloro-6-(((S)-(1-cyclopropyl-1H-1,2,3-triazol-4-yl)(pyridin-3-yl)methyl)amino)-4-(((R)-1-phenylpropyl)amino)quinoline-3-carbonitrile